((2-methyl-5-(5-phenyl-4H-1,2,4-triazol-3-yl)phenyl)sulfonyl)piperidin-4-ol CC1=C(C=C(C=C1)C1=NN=C(N1)C1=CC=CC=C1)S(=O)(=O)N1CCC(CC1)O